tert-butylethylene oxide C(C)(C)(C)C1CO1